dioctyltin bis(ethylmaleate) C(C)/C(/C(=O)[O-])=C/C(=O)[O-].C(C)/C(/C(=O)[O-])=C/C(=O)[O-].C(CCCCCCC)[Sn+4]CCCCCCCC